2-[(3β)-cholest-5-en-3-yldithio]-pyridine CC(C)CCC[C@@H](C)[C@H]1CC[C@H]2[C@@H]3CC=C4C[C@H](CC[C@]4(C)[C@H]3CC[C@]12C)SSC1=NC=CC=C1